methyl 2-(3-iodo-4-methoxyphenyl)furan-3-carboxylate IC=1C=C(C=CC1OC)C=1OC=CC1C(=O)OC